5-{3-chloro-4-[(3-fluorophenyl)methoxy]phenyl}-N4-(2-fluoro-5-nitrophenyl)-N2-(1-methyl-1H-pyrazol-4-yl)pyrimidine-2,4-diamine ClC=1C=C(C=CC1OCC1=CC(=CC=C1)F)C=1C(=NC(=NC1)NC=1C=NN(C1)C)NC1=C(C=CC(=C1)[N+](=O)[O-])F